4-(6-(4-(4-fluorophenyl)-1-isopropyl-1H-imidazol-5-yl)quinolin-3-yl)-2,2-dimethylmorpholine FC1=CC=C(C=C1)C=1N=CN(C1C=1C=C2C=C(C=NC2=CC1)N1CC(OCC1)(C)C)C(C)C